putrescine, dihydrochloride Cl.Cl.NCCCCN